(S)-methyl 1,4-dioxa-7-azaspiro[4.4]nonane-8-carboxylate hydrochloride Cl.O1CCOC12CN[C@@H](C2)C(=O)OC